C(C(C)C)N1C(=CC2=CC=C(C=C12)C(C)C)CC(C(=O)OC)(C)C methyl 3-(1-isobutyl-6-isopropyl-1h-indol-2-yl)-2,2-dimethylpropionate